7-(hydroxymethyl)-3-methyl-5-(pyridin-4-yloxy)quinoxalin-2(1H)-one OCC1=CC(=C2N=C(C(NC2=C1)=O)C)OC1=CC=NC=C1